ClC1=NC=C(C(=N1)NC1=C(C=CC=C1)NS(=O)(=O)C1=CC=CC=C1)Cl N-(2-((2,5-dichloropyrimidin-4-yl)amino)phenyl)benzene-sulfonamide